2-(2-isopropylpyridin-3-yl)-5-methyl-7-(4-(1-methyl-4-(trifluoromethyl)-1H-imidazol-2-yl)benzyl)-5H-pyrrolo[3,2-d]pyrimidine C(C)(C)C1=NC=CC=C1C=1N=CC2=C(N1)C(=CN2C)CC2=CC=C(C=C2)C=2N(C=C(N2)C(F)(F)F)C